1-(2-(2,4-dioxo-3-azabicyclo[3.1.1]heptan-1-yl)-1,3-dioxoisoindolin-5-yl)-3-(2-(p-tolyl)propan-2-yl)urea O=C1C2(CC(C(N1)=O)C2)N2C(C1=CC=C(C=C1C2=O)NC(=O)NC(C)(C)C2=CC=C(C=C2)C)=O